FC1(CC2(C1)C[C@@H](N(CC2)CC2=C1C=CN(C1=C(C=C2OC)C)C(=O)OC(C)(C)C)C2=CC=C(C=C2)C(=O)OC)F tert-butyl (R)-4-((2,2-difluoro-6-(4-(methoxycarbonyl)phenyl)-7-azaspiro[3.5]nonan-7-yl)methyl)-5-methoxy-7-methyl-1H-indole-1-carboxylate